BrC=1C=C(C=2N(C1Cl)N=CN2)C 6-bromo-5-chloro-8-methyl-[1,2,4]triazolo[1,5-a]pyridine